methyl β-alaninate NCCC(=O)OC